COC=1C=C(C=CC1)N1N=C(C(C1=O)C(=O)NC1=CC(=CC=C1)C1=NC=CN=C1)C 1-(3-methoxyphenyl)-3-methyl-5-oxo-N-(3-(pyrazin-2-yl)phenyl)-4,5-dihydro-1H-pyrazole-4-carboxamide